3-(2-octyl-dodecyl)rhodanine C(CCCCCCC)C(CN1C(SCC1=O)=S)CCCCCCCCCC